FC=1C=C2CN(CC2=CC1)C(CNC12CC3(C[C@@H](C[C@H](C1)C3)C2)NC(C2=CC=C(C=C2)C=2C=NC=CC2)=O)=O N-((1s,3r,5R,7S)-3-((2-(5-fluoroisoindolin-2-yl)-2-oxoethyl)amino)adamantan-1-yl)-4-(pyridin-3-yl)benzamide